C(CCCCC=CCCCCC=CCCC)(=O)[O-] hexadeca-6,12-dienoate